BrC1=C(C#N)C(=CC(=C1C(C)(C)C)Cl)Br 2,6-dibromo-3-(tert-butyl)-4-chlorobenzonitrile